COC(=O)C=1C=C(C=2N(C1)N=C(C2C)C2=CC=1C(=C(N=CC1)C1CCNCC1)N2CC2CC2)OC 2-(1-(Cyclopropylmethyl)-7-(piperidin-4-yl)-1H-pyrrolo[2,3-c]pyridin-2-yl)-4-methoxy-3-methylpyrazolo[1,5-a]pyridine-6-carboxylic acid methyl ester